C1(=CC=C(C=C1)NC=1C=C2C=3C=CC=CC3C(=CC2=C2C=CC=CC12)NC1=CC=C(C=C1)C)C N,N'-di(p-tolyl)chrysen-6,12-diamine